C(C)(C)(C)OC(=O)N1N=CC=2C1=NC=C(C2)C#C tert-Butyl-5-ethynyl-1H-pyrazolo[3,4-b]pyridine-1-carboxylate